C1=CC=CC=2C3=CC=CC=C3C(C12)COC(=O)N[C@H](C(=O)O)CO (2S)-2-(9H-fluoren-9-ylmethoxycarbonyl-amino)-3-hydroxy-propionic acid